C(C)(=O)O[C@@H]1[C@H]2C[C@H](CC[C@@]2([C@H]2CC[C@@]3(C(CC[C@H]3[C@@H]2[C@H]1OC(C)=O)=NO)C)C)O[Si](C1=CC=CC=C1)(C1=CC=CC=C1)C(C)(C)C (3S,5S,6R,7R,8R,9S,10R,13S,14S)-3-((tert-butyldiphenylsilyl)oxy)-17-(hydroxyimino)-10,13-dimethylhexadecahydro-1H-cyclopenta[a]phenanthrene-6,7-diyl diacetate